2-(phenylseleno)-1-(2-(phenylseleno)phenyl)-1H-pyrrole C1(=CC=CC=C1)[Se]C=1N(C=CC1)C1=C(C=CC=C1)[Se]C1=CC=CC=C1